FC1=CC(=C(C=C1[N+](=O)[O-])NC1=NC=CC(=N1)N1N=C(C(=C1)C=O)C1=CC=C(C=C1)C)OC 1-(2-(4-fluoro-2-methoxy-5-nitrophenylamino)pyrimidin-4-yl)-3-p-tolyl-1H-Pyrazole-4-carbaldehyde